C[C@H]1/C=C/C=C/C=C/C=C/C=C/C=C/C=C/[C@@H](C[C@H]2[C@@H]([C@H](C[C@](O2)(C[C@H](C[C@H]([C@@H](CC[C@H](C[C@H](CC(=O)O[C@H]([C@@H]([C@@H]1O)C)C)O)O)O)O)O)O)O)C(=O)OC)O[C@H]3[C@H]([C@H]([C@@H]([C@H](O3)C)O)N)O The molecule is the methyl ester of amphotericin B. It has a role as an antifungal agent, an antiinfective agent and a metabolite. It is a macrolide, a monosaccharide derivative and a methyl ester. It derives from an amphotericin B.